N[C@@H]1C2=CC=CC=C2CC12CCN(CC2)C=2NC(C1=C(N2)NN=C1C1(CC1)C1=CC=NC=C1)=O (S)-6-(1-amino-1,3-dihydrospiro[indene-2,4'-piperidin]-1'-yl)-3-(1-(pyridin-4-yl)cyclopropyl)-1,5-dihydro-4H-pyrazolo[3,4-d]pyrimidin-4-one